BrC1=C(C(=CC=C1)Cl)CBr 1-bromo-2-(bromomethyl)-3-chlorobenzene